1-{4-[(2-{3-[(4-methanesulfonyl-2-methoxyphenyl)amino]prop-1-yn-1-yl}-1-(2,2,2-trifluoroethyl)-1H-indol-4-yl)amino]piperidin-1-yl}-3-methoxypropan-2-ol CS(=O)(=O)C1=CC(=C(C=C1)NCC#CC=1N(C2=CC=CC(=C2C1)NC1CCN(CC1)CC(COC)O)CC(F)(F)F)OC